C[C@@H]1COC[C@H](N1CCNC(C1=CN=C(C(=C1)NC1=NN(C=2C=3N(N=CC21)C=C(C3)C=3C=NN(C3)C)C)C)=O)C N-(2-((3R,5R)-3,5-dimethylmorpholino)ethyl)-6-methyl-5-((1-methyl-8-(1-methyl-1H-pyrazol-4-yl)-1H-pyrazolo[3,4-d]pyrrolo[1,2-b]pyridazin-3-yl)amino)nicotinamide